C(C)(C)(C)OC(NC(C(C1=CC=CC=C1)=O)C1=CC=CC=C1)=O tert-Butyl(2-oxo-1,2-diphenylethyl)carbamate